FC(OC1=CC=C(C=C1)S(=O)(=O)N1CC2=C(C1)CN(C2)C([C@H](C(C)(C)O)C2=CC=CC=C2)=O)F (S)-1-(5-((4-(difluoromethoxy)phenyl)sulfonyl)-3,4,5,6-tetrahydropyrrolo[3,4-c]pyrrol-2(1H)-yl)-3-hydroxy-3-methyl-2-phenylbutan-1-one